(1-((2-formyl-6-methoxy-5-(3-methoxypropoxy)pyridin-3-yl)methyl)cyclobutyl)carbamic acid tert-butyl ester C(C)(C)(C)OC(NC1(CCC1)CC=1C(=NC(=C(C1)OCCCOC)OC)C=O)=O